FC1=C(CN(C=2C=C3N(C(N2)=O)C[C@H]2N3CCC2)C)C=CC(=C1)F (S)-3-((2,4-difluorobenzyl)(methyl)amino)-7,8,8a,9-tetrahydropyrrolo[1',2':3,4]imidazo[1,2-c]pyrimidin-1(6H)-one